C(#N)C1=C(C=CC(=C1)OCC(C)(C)O)C=1C=C(C=2N=CN=C(C2N1)N[C@@H]1CNC[C@H](C1)F)C(=O)N 6-(2-cyano-4-(2-hydroxy-2-methylpropyloxy)phenyl)-4-(((3S,5S)-5-fluoropiperidin-3-yl)amino)pyrido[3,2-d]pyrimidine-8-carboxamide